N1(N=NN=C1)CC(=O)N1CCC(CC1)(C(=O)NC=1C(=NC(=CC1)C)OC(F)F)C1=C(C=CC=C1)C(C)C 1-(2-(1H-tetrazol-1-yl)acetyl)-N-(2-(difluoromethoxy)-6-methylpyridin-3-yl)-4-(2-isopropylphenyl)piperidine-4-carboxamide